C(CCC)NC(C(=C)C)=O N-butyl-methyl-acrylamide